N-(2-((2S,4S)-4-amino-2-(hydroxymethyl)pyrrolidin-1-yl)-5-fluorophenyl)-2-(2-fluoro-6-methoxyphenyl)pyrimidine-4-carboxamide phosphate P(=O)(O)(O)O.N[C@H]1C[C@H](N(C1)C1=C(C=C(C=C1)F)NC(=O)C1=NC(=NC=C1)C1=C(C=CC=C1OC)F)CO